(±)-2-(4-(4-(4-(((1-(3-chlorophenyl)ethoxy)carbonyl)amino)-3-methyl-isoxazol-5-yl)phenyl)-2-oxabicyclo[2.2.2]octan-1-yl)acetic acid ClC=1C=C(C=CC1)[C@@H](C)OC(=O)NC=1C(=NOC1C1=CC=C(C=C1)C12COC(CC1)(CC2)CC(=O)O)C |r|